CC1=C(C(NC(=C1)C)=O)CNC(=O)C=1C(=C(N2C=C(C=C2C1)C1=CC=C(C=C1)OC)C(C)N1CCOCC1)C N-((4,6-dimethyl-2-oxo-1,2-dihydropyridin-3-yl)methyl)-2-(4-methoxyphenyl)-6-methyl-5-(1-morpholinoethyl)indolizine-7-carboxamide